methyl 4-(4-(1,3-dioxan-2-yl) piperidin-1-yl)-2-fluorobenzoate O1C(OCCC1)C1CCN(CC1)C1=CC(=C(C(=O)OC)C=C1)F